rac-methyl (4aR,5S,6R,7aR)-4a-(4-bromophenyl)-7a-hydroxy-2-(4-methoxybenzyl)-7-oxo-5-phenyl-2,4a,5,6,7,7a-hexahydrocyclopenta[4,5]furo[3,2-c]pyrazole-6-carboxylate BrC1=CC=C(C=C1)[C@]12[C@](C3=NN(C=C3O1)CC1=CC=C(C=C1)OC)(C([C@@H]([C@H]2C2=CC=CC=C2)C(=O)OC)=O)O |r|